ClC1=CC=C(C=C1)NC(CC1(C(N2C(C=3C=CC=CC13)=CC=1C=CC=CC12)=O)C)=O N-(4-chlorophenyl)-2-(5-methyl-6-oxo-5,6-dihydroindolo[2,1-a]isoquinolin-5-yl)acetamide